CC1=NC=CC=C1CN methyl-3-aminomethyl-pyridine